CN1C[C@@H]([C@@H](CC1)NC(=O)C1=CC(=CC=2N(C=NC21)CC(F)(F)F)C#CCNC=2C(OC)=CC=C(C2)S(=O)(=O)C)C N-[(3S,4R)-1-methyl-3-methyl-4-piperidyl]-6-[3-(4-mesyl-2-anisidino)-1-propynyl]-1-(2,2,2-trifluoroethyl)-1H-benzo[d]imidazole-4-carboxamide